3-mercaptopropyldimethylchlorosilane SCCC[Si](Cl)(C)C